6-[4-[5-[2-(5-Hydroxypyridin-3-yl)ethynyl]pyridine-3-carbonyl]piperazin-1-yl]-N-(4-methoxyphenyl)pyridazine-3-carboxamide OC=1C=C(C=NC1)C#CC=1C=C(C=NC1)C(=O)N1CCN(CC1)C1=CC=C(N=N1)C(=O)NC1=CC=C(C=C1)OC